1'-Chloro-1',1'-dioxidospiro(cyclopropane-1,4'-pyrido[2,3-b][1,4,5]oxathiazepin) ClS1(C2=C(OC3(C=N1)CC3)N=CC=C2)([O-])=O